C(CC(=O)C)(=O)[O-].C(CCCCCCC\C=C/CCCCCCCC)[Al+] oleylaluminum monoacetoacetate